C(C1=CC=CC=C1)(=O)O.C(C(=C)C)(=O)OC1=CC=C(C(=O)O)C=C1 4-(methacryloyloxy)benzoic acid benzoate